C(C)OC1=NC(=NC(=C1C(F)(F)F)OC)C1=CC=NC=C1 4-ethoxy-6-methoxy-2-(4-pyridyl)-5-trifluoromethylpyrimidine